CN(C1CCN(CC1)CC(=O)N1[C@@H](CCC1)C#N)C1=CC=NC2=CC=CC=C12 (2S)-1-[2-[4-[methyl-(4-quinolinyl)amino]-1-piperidinyl]acetyl]pyrrolidine-2-carbonitrile